(R)-N-((S)-2-(dimethylamino)-3-(2-oxoindolin-5-yl)propyl)-3-phenylbutanamide CN([C@H](CNC(C[C@@H](C)C1=CC=CC=C1)=O)CC=1C=C2CC(NC2=CC1)=O)C